N-(4-bromo-2-iodo-6-nitrophenyl)-2,2,2-trifluoroacetamide BrC1=CC(=C(C(=C1)[N+](=O)[O-])NC(C(F)(F)F)=O)I